4-bromo-7-chloro-2,6-diazanaphthalen-1-yl-trifluoromethanesulfonic acid BrC1=CN=C(C2=CC(=NC=C12)Cl)OS(=O)(=O)C(F)(F)F